4-bromo-2-[3-(3-chlorophenyl)ureido]-N-propylbenzamide BrC1=CC(=C(C(=O)NCCC)C=C1)NC(=O)NC1=CC(=CC=C1)Cl